CC1=CC(=NN1)NC=1C2=C(N=C(N1)NC1CC3CCCC(C1)N3C(CN3CCOCC3)=O)SC=C2 1-((3-exo)-3-((4-((5-methyl-1H-pyrazol-3-yl)amino)thieno[2,3-d]pyrimidin-2-yl)amino)-9-azabicyclo[3.3.1]nonan-9-yl)-2-morpholinoethane-1-one